[N+](=O)([O-])C1=CC=C(OC(=O)C=2C=C(C=CC2)S(=O)(=O)NC(=O)C=2C=C(C(=O)O)C=CN2)C=C1 2-(((3-((4-nitrophenoxy)carbonyl)phenyl)sulfonyl)carbamoyl)isonicotinic acid